bis(N,N-di-isopropyl-carbamimidoyl)calcium (II) C(C)(C)N(C(=N)[Ca]C(N(C(C)C)C(C)C)=N)C(C)C